[N-]=C=O.[N-]=C=O.C(C)OC([C@@H](N)CCCCN)=O L-lysine ethyl ester diisocyanate